N-tert.-Butyl-acrylamid C(C)(C)(C)NC(C=C)=O